(S)-4-(benzyloxy)-7-chloro-8-fluoro-2-((1-methylpyrrolidin-2-yl)methoxy)pyrido[4,3-d]pyrimidine C(C1=CC=CC=C1)OC=1C2=C(N=C(N1)OC[C@H]1N(CCC1)C)C(=C(N=C2)Cl)F